C1(=CC=CC=C1)CC(=O)N 2-Phenylacetamide